6-(indoline-1-carbonyl)spiro[3.3]heptan N1(CCC2=CC=CC=C12)C(=O)C1CC2(CCC2)C1